potassium zinc tin [Sn].[Zn].[K]